tert-butyl 4-(7-bromo-2H-indazol-4-yl)piperazine-1-carboxylate BrC1=CC=C(C2=CNN=C12)N1CCN(CC1)C(=O)OC(C)(C)C